CN1C(=O)N(C(=O)C1(CCCO)C)C 1,3-dimethylhydroxyethyl-5,5-dimethylhydantoin